CC1(C=C1)C(=O)N 1-methylcyclopropan-2-enecarboxamide